6-(4-methyl-3-pyridyl)-N-(4-methylthiazol-2-yl)pyrazine-2-carboxamide CC1=C(C=NC=C1)C1=CN=CC(=N1)C(=O)NC=1SC=C(N1)C